CC1=C(C(=CC=C1)C)NC(=O)C1NCCCC1 2-piperidinecarboxylic acid 2,6-dimethylphenylamide